[Cl-].S1C(=CC=C1)[NH3+] thiophenylammonium chloride